diphenylsilylidenebis(indenyl)zirconium dichloride [Cl-].[Cl-].C1(=CC=CC=C1)[Si](C1=CC=CC=C1)=[Zr+2](C1C=CC2=CC=CC=C12)C1C=CC2=CC=CC=C12